4'-methyl-2,4-dinitro-1,1'-biphenyl CC1=CC=C(C=C1)C1=C(C=C(C=C1)[N+](=O)[O-])[N+](=O)[O-]